2-chloro-1-((1R,2R)-2-fluorocyclopropyl)ethan-1-one ClCC(=O)[C@@H]1[C@@H](C1)F